N-chlorohydantoin ClN1C(=O)NC(=O)C1